2-(5-(cyclopropylmethyl)-3-(4-fluoro-3-phenoxyphenyl)-4-(4-sulfamoylbenzyl)-1H-pyrazol-1-yl)thiazole-4-carboxylic acid C1(CC1)CC1=C(C(=NN1C=1SC=C(N1)C(=O)O)C1=CC(=C(C=C1)F)OC1=CC=CC=C1)CC1=CC=C(C=C1)S(N)(=O)=O